CC1(C(NC2=C(O1)C=C(C=N2)C=2N=C(C=1N(C2)N=CN1)NC1=CC(=C(C(=C1)OC)OC)OC)=O)C 2,2-Dimethyl-7-(8-((3,4,5-trimethoxyphenyl)amino)-[1,2,4]triazolo[1,5-a]pyrazin-6-yl)-2H-pyrido[3,2-b][1,4]oxazin-3(4H)-one